FC(C=1N=C2N(N1)[C@H](C[C@H]2F)C2=CC=CC=C2)F (5R,7R)-2-(difluoromethyl)-7-fluoro-5-phenyl-6,7-dihydro-5H-pyrrolo[1,2-b][1,2,4]triazole